N-cyclobutyl-4-nitrobenzenesulfonamide C1(CCC1)NS(=O)(=O)C1=CC=C(C=C1)[N+](=O)[O-]